tert-butyl 3-(6-((5-isopropyl-1H-pyrazol-3-yl)amino)pyrazin-2-yl)piperidine-1-carboxylate C(C)(C)C1=CC(=NN1)NC1=CN=CC(=N1)C1CN(CCC1)C(=O)OC(C)(C)C